(Z)-2-benzylideneindolin-3-one C(/C1=CC=CC=C1)=C\1/NC2=CC=CC=C2C1=O